C(C)C1=C(C(=C(C(=C1CC)C)CC)CC)O 2,3,5,6-Tetraethyl-4-methylphenol